F[B-](F)(F)F.C(#N)C(C(=O)OCC)=NOC(=[N+](C)C)N(C)C N-[[[(1-Cyano-2-ethoxy-2-oxoethylidene)amino]oxy](dimethylamino)methylene]-N-methyl-methanaminium tetrafluoroborate